C(C)(C)(C)N(C)CC1=C(C=NO)C(=CC=C1F)F 2-((tert-butyl-(methyl)amino)methyl)-3,6-difluorobenzaldehyde oxime